FC1=C(C(=CC=C1F)[N+](=O)[O-])N(S(=O)(=O)CCC)S(=O)(=O)CCC N-(2,3-difluoro-6-nitrophenyl)-N-(propylsulfonyl)propane-1-sulfonamide